benzyl 2-(((4-(4-(((tert-butoxycarbonyl)amino)methyl)-2-fluoro-3-methylphenyl)pyridin-3-yl)oxy)methyl)pyrrolidine-1-carboxylate C(C)(C)(C)OC(=O)NCC1=C(C(=C(C=C1)C1=C(C=NC=C1)OCC1N(CCC1)C(=O)OCC1=CC=CC=C1)F)C